ClC1=C(C=CC(=C1)Cl)CO (2,4-dichloro-phenyl)methanol